bis(p-chloro benzoyl) peroxide ClC1=CC=C(C(=O)OOC(C2=CC=C(C=C2)Cl)=O)C=C1